(S)-N-(3-(2-((R)-3,3-difluoro-4-hydroxypyrrolidin-1-yl)-6-morpholinopyridin-4-yl)-4-methylphenyl)-3-(2,2,2-trifluoroethyl)pyrrolidine-1-carboxamide FC1(CN(C[C@H]1O)C1=NC(=CC(=C1)C=1C=C(C=CC1C)NC(=O)N1C[C@@H](CC1)CC(F)(F)F)N1CCOCC1)F